5-{(3S)-5-fluoro-7-hydroxy-3-[(2-phenylethyl)amino]-3,4-dihydro-2H-1-benzothiopyran-6-yl}-1λ6,2,5-thiadiazolidine-1,1,3-trione FC1=C(C(=CC2=C1C[C@@H](CS2)NCCC2=CC=CC=C2)O)N2CC(NS2(=O)=O)=O